C1(=CC=CC=C1)NC1=C(C=CC=C1)CC=C N-phenyl-2-(2-propenyl)aniline